BrC1=CSC2=C1C(=NC=C2)O[C@@H]2CN(CC2)CC(=O)N2CCCC2 (S)-1-(2-((S)-3-((3-bromothieno[3,2-c]pyridin-4-yl)oxy)pyrrolidin-1-yl)acetyl)pyrrolidine